tert-butyl N-[1-(6-bromo-1,3-benzothiazol-2-yl)-3-bicyclo[1.1.1]pentanyl]carbamate BrC1=CC2=C(N=C(S2)C23CC(C2)(C3)NC(OC(C)(C)C)=O)C=C1